(1H-indazol-5-yl)-2-(3-methoxyphenyl)acetamide N1N=CC2=CC(=CC=C12)C(C(=O)N)C1=CC(=CC=C1)OC